ClC=1C=C(C=C(C1)Cl)C1(CC(=NO1)C1=CC(=C(C(=O)NC2C(CS2)=O)C=C1)C)C(F)(F)F 4-[5-(3,5-dichlorophenyl)-4,5-dihydro-5-(trifluoromethyl)-3-isoxazolyl]-2-methyl-N-(trans-1-oxo-3-thiacyclobutyl)benzamide